D-2-(2,4-dichlorophenoxy)propionic acid ClC1=C(O[C@@H](C(=O)O)C)C=CC(=C1)Cl